N[C@@H](C(=O)N1CCN(CC1)C1=CC(=CC=C1)C(F)(F)F)COC (R,S)-2-amino-3-methoxy-1-(4-(3-(trifluoromethyl)phenyl)piperazin-1-yl)propan-1-one